[N+](=O)([O-])C=1C=C(C=C(C1)O)O 5-nitro-1,3-dihydroxybenzene